COC1=CC=C(CS(=O)(=O)CC=2N=C3N(C=CC(=C3)C3=NOC(=N3)C(F)(F)F)C2)C=C1 3-(2-(((4-methoxybenzyl)sulfonyl)methyl)imidazo[1,2-a]pyridin-7-yl)-5-(trifluoromethyl)-1,2,4-oxadiazole